methylphosphonic acid (3-butenyl) (1,1-dimethyl-2-propynyl) ester CC(C#C)(C)OP(OCCC=C)(=O)C